2,5-dihydro-2,2-dimethylfuran CC1(OCC=C1)C